N1CC(C1)C1=CC(=C(C=C1)NC1=NC=C(C(=N1)C1=CC2=C(C(N(CCS2(=O)=O)C2COC2)=O)S1)C(F)(F)F)C1CC1 7-(2-((4-(azetidin-3-yl)-2-cyclopropylphenyl)amino)-5-(trifluoromethyl)pyrimidin-4-yl)-4-(oxetan-3-yl)-3,4-dihydrothieno[2,3-f][1,4]thiazepin-5(2H)-one 1,1-dioxide